N1,N10-bis(3-((2,6-dioxopiperidin-3-yl)carbamoyl)phenyl)decanediamide O=C1NC(CCC1NC(=O)C=1C=C(C=CC1)NC(CCCCCCCCC(=O)NC1=CC(=CC=C1)C(NC1C(NC(CC1)=O)=O)=O)=O)=O